Cl.FC1(O[C@H]([C@H](NC1)CNC1=NC=C(C=C1)C(F)(F)F)C)F N-(((2S,3R)-6,6-difluoro-2-methylmorpholin-3-yl)methyl)-5-(trifluoromethyl)pyridin-2-amine hydrochloride